OC1=C(C=NN1C)C=1C=C(C(=O)OC)C=C(N1)OC methyl 2-(5-hydroxy-1-methyl-1H-pyrazol-4-yl)-6-methoxyisonicotinate